4-[5-(1-ethylpyrazol-4-yl)benzimidazol-1-yl]-2,6-dimethoxy-N-methyl-benzamide C(C)N1N=CC(=C1)C1=CC2=C(N(C=N2)C2=CC(=C(C(=O)NC)C(=C2)OC)OC)C=C1